FC=1C(=C(C=CC1F)C1CCN(CC1)C(=O)C1=NNC=2CN(CCC21)C(C)=O)C(F)(F)F 1-(3-(4-(3,4-difluoro-2-(trifluoromethyl)phenyl)piperidine-1-carbonyl)-4,5-dihydro-1H-pyrazolo[3,4-c]pyridin-6(7H)-yl)ethanone